(R)-2-methyl-3-(4-(4-(1-(pent-3-yl)-1H-pyrazol-4-yl)pyrazolo[1,5-a]pyrazin-6-yl)-1H-pyrazol-1-yl)propan-1-ol C[C@@H](CO)CN1N=CC(=C1)C=1N=C(C=2N(C1)N=CC2)C=2C=NN(C2)C(CC)CC